FC(C=1C=C(/C=C/B(O)O)C=C(C1)C(F)(F)F)(F)F (E)-(3,5-bis(trifluoromethyl)styryl)boronic acid